BrC=1C=C(C=CC1)C[C@@H](C(=O)NC)NC(=O)C1=CC(=NN1CC1=CC=C(C=C1)C)C1=CC=CC=C1 (S)-N-(3-(3-bromophenyl)-1-(methylamino)-1-oxopropan-2-yl)-1-(4-methylbenzyl)-3-phenyl-1H-pyrazole-5-carboxamide